FC(C=1C(=C(C=CC1)[C@@H](C)NC=1C=2C(N=C(N1)C)=CC(N(C2)N2CCOCC2)=O)F)F 4-[[(1R)-1-[3-(difluoromethyl)-2-fluoro-phenyl]ethyl]amino]-2-methyl-6-morpholino-pyrido[4,3-d]pyrimidin-7-one